CN(CCOC([C@@H](N(C(COC)=O)C1=C(C=CC=C1C)C)C)=O)C |r| N-(2,6-dimethylphenyl)-N-(methoxyacetyl)-DL-alanine 2-(dimethylamino)ethyl ester